3-({6-[6-formyl-1-oxo-4-(trifluoromethyl)-3H-isoindol-2-yl]-4-{3-[(4-methyl-1,2,4-triazol-3-yl)methyl]oxetan-3-yl}pyridin-2-yl}amino)propanenitrile C(=O)C1=CC(=C2CN(C(C2=C1)=O)C1=CC(=CC(=N1)NCCC#N)C1(COC1)CC1=NN=CN1C)C(F)(F)F